FC(C)(F)C1=NC=CC(=N1)NC1=CC(=NC=C1C=1N=NC(=CC1)N1C[C@@H](CC1)OC)NC(C)=O (R)-N-(4-((2-(1,1-difluoroethyl)pyrimidin-4-yl)amino)-5-(6-(3-methoxypyrrolidin-1-yl)pyridazin-3-yl)pyridin-2-yl)acetamide